(1S,2S)-N-(6-(1-((3S,4S)-4-hydroxy-3-methyltetrahydrofuran-3-yl)piperidin-4-yl)-7-methylisoquinolin-3-yl)-2-(pyridin-2-yl)cyclopropane-1-carboxamide O[C@H]1[C@@](COC1)(C)N1CCC(CC1)C=1C=C2C=C(N=CC2=CC1C)NC(=O)[C@@H]1[C@H](C1)C1=NC=CC=C1